CC1(CCC(C2=C1N=CS2)NC2=C(C(C2=O)=O)NC2=C(C(=NC=C2)C(=O)N(C)C)O)C 4-((2-((4,4-dimethyl-4,5,6,7-tetrahydrobenzo[d]thiazol-7-yl)amino)-3,4-dioxocyclobut-1-en-1-yl)amino)-3-hydroxy-N,N-dimethylpicolinamide